The molecule is an enamide obtained by the formal condensation of 4-methoxyphenylethylamine with trans-caffeic acid. It is isolated from Cuscuta reflexa and displays strong inhibitory activity against alpha-glucosidase (EC 3.2.1.20). It has a role as a metabolite and an EC 3.2.1.20 (alpha-glucosidase) inhibitor. It is an enamide, a member of catechols, a monomethoxybenzene and a secondary carboxamide. It derives from a trans-caffeic acid and a 4-methoxyphenylethylamine. COC1=CC=C(C=C1)CCNC(=O)/C=C/C2=CC(=C(C=C2)O)O